C(C)NC(C)C=1C=C(C=C(C1)C(F)(F)F)NC1=NC=C(C(=N1)NN1C(OC2=C1C=CC=C2)=O)C (2-(3-(1-(ethylamino)ethyl)-5-(trifluoromethyl)phenylamino)-5-methylpyrimidin-4-ylamino)benzo[d]oxazol-2(3H)-one